2-(methylthio)-4,6-dichloro-5-pyrimidine-carbaldehyde CSC1=NC(=C(C(=N1)Cl)C=O)Cl